2-(2-((tert-butyldimethylsilyloxy)ethoxy)benzyl)tetrahydropyrimidine [Si](C)(C)(C(C)(C)C)OCCOC1=C(CC2NC=CCN2)C=CC=C1